3-(3-chlorophenyl)propyl ((S)-4-methyl-1-oxo-1-(((S)-3-oxo-1-((S)-2-oxopyrrolidin-3-yl)-4-(2,3,5,6-tetrafluorophenoxy)butan-2-yl)amino)pentan-2-yl)carbamate CC(C[C@@H](C(N[C@@H](C[C@H]1C(NCC1)=O)C(COC1=C(C(=CC(=C1F)F)F)F)=O)=O)NC(OCCCC1=CC(=CC=C1)Cl)=O)C